Cl.F[C@H]1CNCC1 (R)-(-)-3-fluoropyrrolidin hydrochloride